rac-(R)-2-(2,6-dioxopiperidin-3-yl)-1,3-dioxoisoindoline-5-carboxylic acid O=C1NC(CC[C@H]1N1C(C2=CC=C(C=C2C1=O)C(=O)O)=O)=O |r|